ClC1=CC=C(C=C1)C=1C(=NC=NC1O)O 5-(p-chlorophenyl)-4,6-pyrimidinediol